COC1=CC=C(CN(CCNC(OC(C)(C)C)=O)CC(C2=C(C=CC=C2)C)=O)C=C1 tert-butyl (2-((4-methoxybenzyl) (2-oxo-2-(o-tolyl)ethyl)amino)ethyl)carbamate